3-(1H-indol-4-yl)-5-(pyridin-4-ylamino)pyridin-2(1H)-one N1C=CC2=C(C=CC=C12)C=1C(NC=C(C1)NC1=CC=NC=C1)=O